BrC1=CC(=C(OC=2C=CC(=C(C2)S(=O)(=O)NC2(CC2)C(=O)NC2CC2)O)C(=C1)Cl)Cl 1-[[5-(4-bromo-2,6-dichloro-phenoxy)-2-hydroxy-phenyl]sulfonyl-amino]-N-cyclopropyl-cyclopropanecarboxamide